Tri(o-tolyl)phosphan C1(=C(C=CC=C1)P(C1=C(C=CC=C1)C)C1=C(C=CC=C1)C)C